(E)-8-tetradecenal C(CCCCCC\C=C\CCCCC)=O